BrC=1C=C2C=CN(C(C2=CC1)=O)CC=1C=C(C(=O)O)C=CC1 3-((6-bromo-1-oxoisoquinolin-2(1H)-yl)methyl)benzoic acid